tert-butyl (2-fluoro-6-nitrophenyl)carbamate FC1=C(C(=CC=C1)[N+](=O)[O-])NC(OC(C)(C)C)=O